C(#N)[C@H]1C[C@@H](CCC1)N(C(=O)[C@H]1[C@@H](CCC1)S(=O)(=O)C1=CC=C(C)C=C1)CC=1C=C2CCCC2=CC1 |o1:2,4| (1S,2R)-N-((1R*,3R*)-3-Cyanocyclohexyl)-N-((2,3-dihydro-1H-inden-5-yl)methyl)-2-tosylcyclopentane-1-carboxamide